3-(6-((4-Benzyltetrahydro-2H-pyran-4-yl)amino)-1-methyl-1H-pyrazolo[3,4-d]pyrimidin-3-yl)-2,6-difluoro-5-(trifluoromethyl)phenol C(C1=CC=CC=C1)C1(CCOCC1)NC1=NC=C2C(=N1)N(N=C2C=2C(=C(C(=C(C2)C(F)(F)F)F)O)F)C